BrC=1C(=NN2C1C(CCC2)=O)NC2=C(C(=CC=C2C)OC)C 3-Bromo-2-((3-methoxy-2,6-dimethylphenyl)amino)-6,7-dihydropyrazolo[1,5-a]pyridin-4(5H)-one